N-{4-[(2S)-2,3-dihydro-1,4-benzodioxin-2-yl]benzyl}-N-ethylcyclopentylamine O1[C@H](COC2=C1C=CC=C2)C2=CC=C(CN(CC)C1CCCC1)C=C2